(S)-2-((4-((4-chloro-2-fluorobenzyl)oxy)-3',6'-dihydro-[2,4'-bipyridin]-1'(2'H)-yl)methyl)-1-(oxetan-2-ylmethyl)-1h-benzo[d]imidazole-6-carboxylic acid ClC1=CC(=C(COC2=CC(=NC=C2)C=2CCN(CC2)CC2=NC3=C(N2C[C@H]2OCC2)C=C(C=C3)C(=O)O)C=C1)F